Cl.[N+](=O)([O-])C1=C(C=CC(=C1)C(F)(F)F)N1CCC(CC1)N (2-nitro-4-(trifluoromethyl)phenyl)piperidin-4-amine hydrochloride